tert-butyl 5-[1-(3-chloro-4-fluorophenyl)-5-oxopyrrolidine-3-amido]-3-cyclopropyl-1H-pyrazole-1-carboxylate ClC=1C=C(C=CC1F)N1CC(CC1=O)C(=O)NC1=CC(=NN1C(=O)OC(C)(C)C)C1CC1